C(C1=C(C(=CC(=C1)CC)C(C)(C)C)O)C1=C(C(=CC(=C1)CC)C(C)(C)C)O 2,2'-methylene-bis(6-tert-butyl-4-ethylphenol)